2-((2-(2,6-dioxopiperidin-3-yl)-1,3-dioxoisoindolin-4-yl)thio)-N-(4-aminobutyl)acetamide O=C1NC(CCC1N1C(C2=CC=CC(=C2C1=O)SCC(=O)NCCCCN)=O)=O